O1C(CCC1)CN1C(CNCC1)=O 1-((tetrahydrofuran-2-yl)methyl)piperazin-2-one